tert-Butyl 4-(propan-2-yl-1,1,1,3,3,3-d6)piperazine-1-carboxylate C(C(C([2H])([2H])[2H])N1CCN(CC1)C(=O)OC(C)(C)C)([2H])([2H])[2H]